FC(C=1C=2N(C=CC1)N=CC2C(=O)O)(F)F 4-(trifluoromethyl)pyrazolo[1,5-a]pyridine-3-carboxylic acid